N-(ethylsulfonyl)aminotetrahydrothiophene-1,1-dioxide C(C)S(=O)(=O)NC1S(CCC1)(=O)=O